(2s,4r)-4-amino-2-methylpiperidine-1-carboxylic acid tert-butyl ester hydrochloride Cl.C(C)(C)(C)OC(=O)N1[C@H](C[C@@H](CC1)N)C